BrC1=C(C=C2C=NN(C2=C1F)C(C(C)(C)C)=O)NC1=CC(=C(C=C1)F)C 1-(6-Bromo-7-fluoro-5-((4-fluoro-3-methylphenyl)amino)-1H-indazol-1-yl)-2,2-dimethylpropan-1-one